N,N-dibenzylethanolamine C(C1=CC=CC=C1)N(CCO)CC1=CC=CC=C1